[Ti+4].P(=O)([O-])([O-])[O-].[Zr+4] zirconium phosphate titanium